FC(C=1C=C(OC2=C3C(C(C3=C(C=C2)C(F)(F)F)O)(F)F)C=C(C1)F)F 2-[3-difluoromethyl-5-fluorophenoxy]-8,8-difluoro-5-trifluoromethylbicyclo[4.2.0]octa-1,3,5-triene-7-ol